C(C)(C)(C)C1=NC=CC(=N1)C1=C(N=C(S1)NC(=O)N1[C@@H](CCC1)C(=O)N)C (S)-N1-(5-(2-(tert-butyl)pyrimidin-4-yl)-4-methylthiazol-2-yl)pyrrolidine-1,2-dicarboxamide